5-amino-2,2-dimethylbenzo[b]thiophen-3(2H)-one 1,1-dioxide NC1=CC2=C(S(C(C2=O)(C)C)(=O)=O)C=C1